N-([1,1-Biphenyl]-4-yl)-N-(4-(6-([1,1'-biphenyl]-4-yl(9,9-dimethyl-9H-fluoren-2-yl)amino)-1,3,3-trimethyl-2,3-dihydro-1H-inden-1-yl)phenyl)-9,9-dimethyl-9H-fluoren-2-amin C1(=CC=C(C=C1)N(C1=CC=2C(C3=CC=CC=C3C2C=C1)(C)C)C1=CC=C(C=C1)C1(CC(C2=CC=C(C=C12)N(C1=CC=2C(C3=CC=CC=C3C2C=C1)(C)C)C1=CC=C(C=C1)C1=CC=CC=C1)(C)C)C)C1=CC=CC=C1